NCCCN(CCCNC1=NC(=NC=2NC3=CC(=CC=C3C21)C(=O)OC)CC2=CC=CC=C2)C Methyl 4-((3-((3-aminopropyl)(methyl)amino)propyl)amino)-2-benzyl-9H-pyrimido[4,5-b]indole-7-carboxylate